Bis(methyldiethoxysilyl)ethan C[Si](OCC)(OCC)C(C)[Si](C)(OCC)OCC